2-(4-(methyl(3-(1-methylpiperidin-4-yl)phenyl)amino)phenoxy)pyrido[3,4-d]pyrimidin-4-ol CN(C1=CC=C(OC=2N=C(C3=C(N2)C=NC=C3)O)C=C1)C1=CC(=CC=C1)C1CCN(CC1)C